2-(2-oxo-3-phenyl-oxazolidine-4-yl)acetonitrile O=C1OCC(N1C1=CC=CC=C1)CC#N